N-{2-Chloro-4-[(5-chloro-thiophen-2-ylmethyl)-amino]-phenyl}-2-(4-fluorophenyl)-acetamide ClC1=C(C=CC(=C1)NCC=1SC(=CC1)Cl)NC(CC1=CC=C(C=C1)F)=O